C(CCCCC)C(C(=O)OCCCCCC=O)CCCCCCCC 6-(2'-HEXYLDECANOYLOXY)HEXAN-1-AL